4-bromo-6-methoxy-1-methyl-1H-benzo[d]imidazole BrC1=CC(=CC=2N(C=NC21)C)OC